N-acetyl-1-methylhistidine C(C)(=O)N[C@@H](CC1=CN(C=N1)C)C(=O)O